C(CCC)C1=NC2(C(N1CC1=CC(=C(C=C1)C=1C(=CC=CC1)S(=O)(=O)NC1=NOC(=C1C)C)COCC)=O)CNCCC2 4'-((2-butyl-4-oxo-1,3,7-triazaspiro[4.5]dec-1-en-3-yl)methyl)-N-(4,5-dimethylisoxazol-3-yl)-2'-(ethoxymethyl)-[1,1'-biphenyl]-2-sulfonamide